4-(9-phenyl-9H-carbazol-3-yl)biphenyl-4-amine C1(=CC=CC=C1)N1C2=CC=CC=C2C=2C=C(C=CC12)C1(CC=C(C=C1)C1=CC=CC=C1)N